COC1=CC(=CC=C1)OC 1,3-dimethoxybenzene